NC1=NNC2=CC=C(C(=C12)C)C1=C(C=C(C=C1)S(=O)(=O)N(C)C1CC(C1)(F)F)C 4-(3-amino-4-methyl-1H-indazol-5-yl)-N-(3,3-difluorocyclobutyl)-N,3-dimethylbenzenesulfonamide